3-(tert-butyl)cyclobutanone C(C)(C)(C)C1CC(C1)=O